ClCC(=O)N1CCSCCC1 2-chloro-1-(1,4-thiazepan-4-yl)ethanone